[5-(trifluoromethyl)-2-pyridinyl]methylamine hydrochloride Cl.FC(C=1C=CC(=NC1)CN)(F)F